pentamethylcyclopentadienyl-(1-neopentyl-6,7,8,9-tetrahydro-1H-cyclopenta[a]naphthalene) hafnium [Hf].CC1=C(C(=C(C1(C1(C=CC=2C1=C1CCCCC1=CC2)CC(C)(C)C)C)C)C)C